3-((1-(2-(benzyloxy)-4-(trifluoromethyl)phenyl)pyrrolo[1,2-d][1,2,4]triazin-4-yl)amino)piperidine-1-carboxylate C(C1=CC=CC=C1)OC1=C(C=CC(=C1)C(F)(F)F)C=1C=2N(C(=NN1)NC1CN(CCC1)C(=O)[O-])C=CC2